OC(CN1CC2=C(N=C(N=C2)N2C=CC3=NC=C(C=C32)C(=O)[O-])CC1)C=1C(=C3COC(C3=CC1)=O)C 1-(6-(2-hydroxy-2-(4-methyl-1-oxo-1,3-dihydroisobenzofuran-5-yl)ethyl)-5,6,7,8-tetrahydropyrido[4,3-d]pyrimidin-2-yl)-1H-pyrrolo[3,2-b]pyridine-6-carboxylate